1-(3-(benzo[d][1,3]dioxol-5-yl)-6-(3,3,3-trifluoropropyl)pyrazin-2-yl)piperidine-4-carboxylic acid O1COC2=C1C=CC(=C2)C=2C(=NC(=CN2)CCC(F)(F)F)N2CCC(CC2)C(=O)O